OCC1=NC=CC(=C1)O[C@@H]1C[C@@H](N(CC1)C(=O)OC(C)(C)C)C tert-Butyl (2S,4S)-4-((2-(hydroxymethyl)pyridin-4-yl)oxy)-2-methylpiperidine-1-carboxylate